C[C@@H](C=C)CC\C=C(\CC)/C (3R,6E)-3,7-Dimethyl-1,6-nonadien